2-amino-3-(prop-2-enyl)-5-bromopyrazine NC1=NC=C(N=C1CC=C)Br